(3S)-1,2,3,4-tetrahydro-beta-carboline C1NCCC=2C3=CC=CC=C3NC12